BrC1=C2C(=NNC2=C(C(=C1)Cl)F)CN(CCO)CC1=CC=C(C=C1)OC 2-(((4-bromo-6-chloro-7-fluoro-1H-indazol-3-yl)methyl)(4-methoxybenzyl)amino)ethan-1-ol